2-(2-(prop-2-ynyloxy)ethoxy)ethylamine C(C#C)OCCOCCN